3-(8-azaspiro[4.5]decan-3-yl)-5-bromo-6-[2-cyano-3-[[ethyl(methyl)sulfamoyl]amino]-6-fluoro-phenoxy]-4-oxo-quinazoline C1CC(CC12CCNCC2)N2C=NC1=CC=C(C(=C1C2=O)Br)OC2=C(C(=CC=C2F)NS(N(C)CC)(=O)=O)C#N